COC1=CC=C(C=C1)COC=1N=C(C(=NC1C1=CC=CC=2N(C=NC21)C)C(=O)OC)NC2=CC=C(C=C2)N2CCOCC2 Methyl 5-[(4-methoxyphenyl)methoxy]-6-(1-methylbenzimidazol-4-yl)-3-(4-morpholinoanilino)pyrazine-2-carboxylate